(2R)-1-[8-methoxy-9-(2-methyltetrazol-5-yl)-1-(2,2,2-trifluoroethyl)-5,6-dihydropyrrolo[2,1-a]isoquinoline-3-carbonyl]-2-methyl-pyrrolidine-2-carbonitrile COC=1C=C2CCN3C(C2=CC1C=1N=NN(N1)C)=C(C=C3C(=O)N3[C@](CCC3)(C#N)C)CC(F)(F)F